C(C)(C)(C)OC(=O)N1CC(N(CC1)C(C1=C(C=C(C=C1)NC(=O)C1CC1)N1CCCCCC1)=O)C1=CSC=C1 4-[2-(azepan-1-yl)-4-(cyclopropanecarbonylamino)benzoyl]-3-thiophen-3-ylpiperazine-1-carboxylic acid tert-butyl ester